(4-benzoylphenyl)diphenyl-sulfonium C(C1=CC=CC=C1)(=O)C1=CC=C(C=C1)[S+](C1=CC=CC=C1)C1=CC=CC=C1